4'-(4-((tert-butoxycarbonyl)amino)piperidin-1-yl)-5-methyl-[1,1'-biphenyl]-3-carboxylic acid C(C)(C)(C)OC(=O)NC1CCN(CC1)C1=CC=C(C=C1)C1=CC(=CC(=C1)C)C(=O)O